ClC1=NC=C(C(=N1)N1CC(C1)(NCC1=CC=C(C=C1)OC)CC#N)C 2-(1-(2-chloro-5-methylpyrimidin-4-yl)-3-((4-methoxybenzyl)amino)azetidin-3-yl)acetonitrile